FC1=C(C2=C(OCCO2)C=C1)C#N 6-fluoro-2,3-dihydrobenzo[b][1,4]dioxin-5-carbonitrile